BrC1=CC=C(C=C1C1=CC=CC=C1)N(C1=CC=C(C=C1)C1=CC=C(C=C1)C1=CC=CC=C1)C1=CC=2C(C3=CC=CC=C3C2C=C1)(C)C N-(6-bromobiphenyl-3-yl)-N-(9,9-dimethylfluoren-2-yl)-N-(1,1':4',1''-terphenyl-4-yl)amine